2-amino-N-(3-(5-chloro-2-methoxyphenyl)-1-((1-hydroxycyclohexyl)methyl)-1H-pyrazol-4-yl)pyrazolo[1,5-a]pyrimidine-3-carboxamide NC1=NN2C(N=CC=C2)=C1C(=O)NC=1C(=NN(C1)CC1(CCCCC1)O)C1=C(C=CC(=C1)Cl)OC